C(C)OCC=1C=C(C=CC1)Br 3-(ethoxymethyl)bromobenzene